(S)-4-((1-(5-(2-methoxypyrimidin-5-yl)-4-oxo-3-phenyl-3,4-dihydroquinazolin-2-yl)propyl)amino)quinazoline-6-carbonitrile COC1=NC=C(C=N1)C1=C2C(N(C(=NC2=CC=C1)[C@H](CC)NC1=NC=NC2=CC=C(C=C12)C#N)C1=CC=CC=C1)=O